ethyl 5-([[(8-fluoro-1,2,3,5,6,7-hexahydro-s-indacen-4-yl)carbamoyl]amino](imino)oxo-lambda6-sulfanyl)furan-3-carboxylate FC=1C=2CCCC2C(=C2CCCC12)NC(=O)NS(C1=CC(=CO1)C(=O)OCC)(=O)=N